(5-{N-[14-(1,3-dioxoisoindol-2-yl)tetradecyl]1-(tert-butoxycarbonyl)piperidine-3-amido}-2-oxopyridin-1-yl)acetic acid O=C1N(C(C2=CC=CC=C12)=O)CCCCCCCCCCCCCCN(C(=O)C1CN(CCC1)C(=O)OC(C)(C)C)C=1C=CC(N(C1)CC(=O)O)=O